2-((2-fluoro-4-(methylthio)phenyl)amino)-1-methyl-6-oxo-1,6-dihydropyridine-3-carboxylic acid methyl ester COC(=O)C1=C(N(C(C=C1)=O)C)NC1=C(C=C(C=C1)SC)F